C(CCC(=O)[O-])(=O)OC1CC(N(C(C1)(C)C)C)(C)C (1,2,2,6,6-pentamethylpiperidin-4-yl) succinate